FC=1C=C(C=CC1)N(C(CC1=CN=C(S1)C)=O)CC1=NC=C(C=C1)C1=NOC(=N1)C(F)(F)F N-(3-fluorophenyl)-2-(2-methyl-1,3-thiazol-5-yl)-N-({5-[5-(trifluoromethyl)-1,2,4-oxadiazol-3-yl]pyridin-2-yl}methyl)acetamide